NC1=NC2=CC(=CC=C2C(=N1)N[C@@H]1C[C@@H]2C[C@H]([C@H]1C2)O)C2=CC=NN2 (1S,2R,4R,6R)-6-((2-amino-7-(1H-pyrazol-5-yl)quinazolin-4-yl)amino)bicyclo[2.2.1]heptan-2-ol